hippuramide C(CNC(=O)C1=CC=CC=C1)(=O)N